FC=1C(=C(C=C(C1)C)O)C=1C=2N(C(=NN1)N[C@H]1CN(CCC1)CCO)C=CC2 3-fluoro-2-(4-{[(3R)-1-(2-hydroxyethyl)piperidin-3-yl]amino}pyrrolo[1,2-d][1,2,4]triazin-1-yl)-5-methylphenol